C1CCN2CCCC(C12)N indolizidin-8-yl-amine